ClC1=NC(=CC2=C1N=C(N=C2)N[C@@H]2COCC[C@@H]2NC(C=C)=O)C2=C(C(=CC(=C2F)OC)OC)F N-((3S,4S)-3-((8-chloro-6-(2,6-di-fluoro-3,5-dimethoxyphenyl)pyrido[3,4-d]pyrimidin-2-yL)amino)tetrahydro-2H-pyran-4-yl)acrylamide